5-((4-(benzylamino)-5-chloropyrimidin-2-yl)amino)benzo[c][1,2]oxaborol-1(3H)-ol C(C1=CC=CC=C1)NC1=NC(=NC=C1Cl)NC1=CC2=C(B(OC2)O)C=C1